(R)-tert-butyl (1-(6-((2-amino-2-oxo-1-phenylethyl)thio)-3,5-dicyano-4-ethylpyridin-2-yl)piperidin-4-yl)carbamate NC([C@@H](C1=CC=CC=C1)SC1=C(C(=C(C(=N1)N1CCC(CC1)NC(OC(C)(C)C)=O)C#N)CC)C#N)=O